S1NC=CC=CC=C1 Thiazocin